N-{[(3S,4R) or (3R,4S)-4-methyl-2-[6-methyl-3-(2H-1,2,3-triazol-2-yl)pyridine-2-carbonyl]-2-azabicyclo[3.1.1]heptan-3-yl]methyl}quinoxalin-2-amine C[C@H]1[C@H](N(C2CC1C2)C(=O)C2=NC(=CC=C2N2N=CC=N2)C)CNC2=NC1=CC=CC=C1N=C2 |o1:1,2|